C(C)(C)(C)OC(N[C@H]1[C@@H](C1)C1=CC(=C(C=C1)F)F)=O ((1R,2S)-2-(3,4-difluorophenyl)cyclopropyl)carbamic acid tert-butyl ester